(S)-4-(N-(3-(1H-indol-3-yl)-1-(4-morpholinophenylamino)-1-oxopropan-2-yl)sulfamoyl)benzoic acid N1C=C(C2=CC=CC=C12)C[C@@H](C(=O)NC1=CC=C(C=C1)N1CCOCC1)NS(=O)(=O)C1=CC=C(C(=O)O)C=C1